CC1(C2=CC=CC=C2C=2C=CC(=CC12)NC1=CC=CC=2C3(C4=CC=CC=C4C12)C1=CC=CC=C1C=1C=CC=CC13)C N-(9,9-dimethyl-9H-fluoren-2-yl)-9,9'-spirobi[9H-fluoren]-4-amine